C(C)(C)(C)OC(=O)N1[C@@H](C[C@H](C1)O)C(=O)O (2S,4R)-1-(tert-butyloxycarbonyl)-4-hydroxypyrrolidine-2-carboxylic acid